C(C)(=O)N(N(C(=O)C1=CC=2C3=C(C(=NC2C=C1)N)C=NN3C)CC3=C(C=C(C=C3)C3=CC=NS3)F)C N'-acetyl-4-amino-N-(2-fluoro-4-(isothiazol-5-yl)benzyl)-N',1-dimethyl-1H-pyrazolo[4,3-c]quinoline-8-carbohydrazide